4-Pentanoyl-morpholine C(CCCC)(=O)N1CCOCC1